C12(CC(C1)C2)NC(=O)C=2C(N(C1=NC=C(C=C1C2O)C2CCCC2)CCN2CCOCC2)=O N-(bicyclo[1.1.1]pentan-1-yl)-6-cyclopentyl-4-hydroxy-1-(2-morpholinoethyl)-2-oxo-1,2-dihydro-1,8-naphthyridine-3-carboxamide